3-{[(4-cyanophenyl)carbamoyl]amino}-3-(4-hydroxyphenyl)propionic acid C(#N)C1=CC=C(C=C1)NC(=O)NC(CC(=O)O)C1=CC=C(C=C1)O